C(CCCCCCCCCCC)C1=C(C(=O)[O-])C=C(C(=C1O)O)O Laurylgallate